COC=1C=C(CN(C2=CC(=CC=C2)COCCOCCN2CCOCC2)CC2=CC=C(C=C2)N2CCCC2)C=CC1 N-(3-methoxybenzyl)-3-((2-(2-morpholinoethoxy)ethoxy)methyl)-N-(4-(pyrrolidin-1-yl)benzyl)aniline